BrCC1=C(C(=C(C(=C1C)CBr)C)CBr)C 2,4,6-tri(bromomethyl)trimethylbenzene